FC1=C(C(=CC(=C1)N1CCC(CC1)CCO)F)C1C(NC(CC1)=O)=O 3-(2,6-difluoro-4-(4-(2-hydroxyethyl)piperidin-1-yl)phenyl)piperidine-2,6-dione